5-fluoro-3-(2-methyloxazol-5-yl)-indole FC=1C=C2C(=CNC2=CC1)C1=CN=C(O1)C